N-(4-carbamimidoylbenzyl)-1-(4-(2-cyanopropan-2-yl)benzyl)-5-(methoxymethyl)-1H-pyrazole-4-carboxamide C(N)(=N)C1=CC=C(CNC(=O)C=2C=NN(C2COC)CC2=CC=C(C=C2)C(C)(C)C#N)C=C1